(S)-N-(1-(3-chlorophenyl)-2-hydroxy-ethyl)-1-(2-(phenylamino)pyrimidin-4-yl)-1H-pyrazole-4-carboxamide ClC=1C=C(C=CC1)[C@@H](CO)NC(=O)C=1C=NN(C1)C1=NC(=NC=C1)NC1=CC=CC=C1